4-(4-(3-ethylthioureido)phenyl)-1H-pyrrolo[2,3-b]pyridin C(C)NC(NC1=CC=C(C=C1)C1=C2C(=NC=C1)NC=C2)=S